1-(4-(tert-butyl)phenyl)quinoxaline C(C)(C)(C)C1=CC=C(C=C1)N1CC=NC2=CC=CC=C12